CN(C)\C=C(\C(=O)OC)/C(C(=O)OC)=O (E)-dimethyl 2-(dimethylaminomethylene)-3-oxosuccinate